C1(=CC=CC=C1)C1NC2=CC=CC=C2CC1C(=O)N 2-phenyl-1,2,3,4-tetrahydroquinoline-3-carboxamide